(S)-(1-(3-chloro-4-ethoxyphenethyl)piperidin-3-yl)methanamine disuccinate C(CCC(=O)O)(=O)O.C(CCC(=O)O)(=O)O.ClC=1C=C(CCN2C[C@@H](CCC2)CN)C=CC1OCC